2-(2,6-dimethoxyphenyl)ethan COC1=C(C(=CC=C1)OC)CC